hexyl-decanol C(CCCCC)C(CCCCCCCCC)O